2-methoxycinnamic acid COC1=C(C=CC(=O)O)C=CC=C1